NCC1=CC=C(C(=N1)Cl)O 6-(aminomethyl)-2-chloropyridin-3-ol